2-(isoindolin-2-ylmethyl)-5-((4-(propane-2-ylsulfonimidoyl)benzyl)oxy)-4H-pyran-4-one C1N(CC2=CC=CC=C12)CC=1OC=C(C(C1)=O)OCC1=CC=C(C=C1)S(=O)(=N)C(C)C